carbazole compound with carbazole potassium salt [K].C1=CC=CC=2C3=CC=CC=C3NC12.C1=CC=CC=2C3=CC=CC=C3NC12